8-isopropyl-6-(3-isopropyl-5-(piperidin-4-yl)-1H-indol-2-yl)-7-methylimidazo[1,2-a]pyridine C(C)(C)C=1C=2N(C=C(C1C)C=1NC3=CC=C(C=C3C1C(C)C)C1CCNCC1)C=CN2